COC1=C(C=CC(=C1)C(F)(F)F)C=1OC=CC1C 2-(2-methoxy-4-(trifluoromethyl)phenyl)-3-methylfuran